N-(cyclopropylmethyl)-5-(3-(2-fluoroethyl)-2-methyl-3H-imidazo[4,5-b]pyridin-5-yl)pyrrolo[2,1-f][1,2,4]triazin-2-amine C1(CC1)CNC1=NN2C(C=N1)=C(C=C2)C2=CC=C1C(=N2)N(C(=N1)C)CCF